1-{[3-(3-fluoro-4-{[2-(propan-2-yl)-1H-imidazol-1-yl]methyl}phenyl)-5-(2-methylpropyl)thiophen-2-yl]sulfonyl}-3-(4,4,4-trifluorobutyl)urea FC=1C=C(C=CC1CN1C(=NC=C1)C(C)C)C1=C(SC(=C1)CC(C)C)S(=O)(=O)NC(=O)NCCCC(F)(F)F